(S)-2-(4-(6-((2-chloro-4-cyanobenzyl)oxy)pyridin-2-yl)-2,5-difluorobenzyl)-1-(4,4-dimethyltetrahydrofuran-3-yl)-1H-benzo[d]imidazole-6-carboxylic acid ClC1=C(COC2=CC=CC(=N2)C2=CC(=C(CC3=NC4=C(N3[C@@H]3COCC3(C)C)C=C(C=C4)C(=O)O)C=C2F)F)C=CC(=C1)C#N